FC1(CCC(CC1)NC1=NC(=CC(=C1)COC1CNCCC1)N1N=C(C=C1)C)F N-(4,4-difluorocyclohexyl)-6-(3-methyl-1H-pyrazol-1-yl)-4-((piperidin-3-yloxy)methyl)pyridin-2-amine